COC1CC(C1)(C1=NN=CN1C)C=1C=C(C=CC1)N1C(C2=CC=CC(=C2C1)C(F)(F)F)=O 2-(3-((1r,3r)-3-methoxy-1-(4-methyl-4H-1,2,4-triazol-3-yl)cyclobutyl)phenyl)-4-(trifluoromethyl)isoindolin-1-one